[Br-].C(CCCCCCCCCCCCCCC)[N+](C)(C)CCCCCCCCCCCCCCCC di(hexadecyl)dimethyl-ammonium bromide